C(C1=CC=CC=C1)ON[C@H]1CCCNC1 (2S,5S)-5-(benzyloxyamino)-piperidine